1H-pyrazolo[3,4-b]pyridine-5-carbonitrile N1N=CC=2C1=NC=C(C2)C#N